5-(3-Isopropyl-5-((1-(oxetan-3-yl)piperidin-4-yl)oxy)-1H-indol-2-yl)-1,3,4-trimethylpyridin-2(1H)-on C(C)(C)C1=C(NC2=CC=C(C=C12)OC1CCN(CC1)C1COC1)C=1C(=C(C(N(C1)C)=O)C)C